N-((1S)-(6,6-difluorospiro[3.3]heptan-2-yl)(6-(((5R)-2-oxo-5-(trifluoromethyl)piperidin-3-yl)methyl)imidazo[1,2-b]pyridazin-2-yl)methyl)-1-ethyl-1H-pyrazole-5-carboxamide FC1(CC2(CC(C2)[C@H](NC(=O)C2=CC=NN2CC)C=2N=C3N(N=C(C=C3)CC3C(NC[C@@H](C3)C(F)(F)F)=O)C2)C1)F